4-(4-((diethylamino)methyl)phenyl)-2,7-bis(3-morpholinopropyl)((2-(pyrrolidin-1-yl)ethyl)amino)benzo[lmn][3,8]phenanthroline-1,3,6,8(2H,7H)-tetraone C(C)N(CC)CC1=CC=C(C=C1)C1=C(C=2C(N(C(C=3C2C=2C(C(N(C(C12)=O)CCCN1CCOCC1)=O)=CC3)=O)CCCN3CCOCC3)=O)NCCN3CCCC3